Racemic-4-(2-(1-(5-fluoropyrimidin-2-yl)pyrrolidin-3-yl)-2-methylpropanoyl)-2,3,4,5-tetrahydropyrido[3,4-f][1,4]oxazepine-9-carbonitrile FC=1C=NC(=NC1)N1C[C@H](CC1)C(C(=O)N1CCOC2=C(C1)C=NC=C2C#N)(C)C |r|